3,4-dihydronaphthoquinone C1(CCC(C2=CC=CC=C12)=O)=O